COC=1C=C(CN)C=C(C1OC)OC 3,4,5-trimethoxybenzyl-ammonia